C(#N)C(NC(=O)[C@@H]1[C@H]2C([C@H]2CN1C([C@H](C(C)(C)C)NC1COC1)=O)(C)C)C1=NN=CC2=CC=CC=C12 (1R,2S,5S)-N-[cyano(phthalazin-1-yl)methyl]-3-[(2S)-3,3-dimethyl-2-(oxetan-3-ylamino)butanoyl]-6,6-dimethyl-3-azabicyclo[3.1.0]hexane-2-carboxamide